ClC=1C(=NC(=NC1)NC=1C=C(C=NC1)N1C(C2(CC1)CCN(CC2)CC2CCN(CC2)C2=CC=C(C=C2)NC2C(NC(CC2)=O)=O)=O)C2=CC=C(C=C2)Cl 3-((4-(4-((2-(5-((5-chloro-4-(4-chlorophenyl)pyrimidin-2-yl)amino)pyridin-3-yl)-1-oxo-2,8-diazaspiro[4.5]decan-8-yl)methyl)piperidin-1-yl)phenyl)amino)piperidine-2,6-dione